N-(4-(4-Amino-7-(oxetan-3-yl)-7H-pyrrolo[2,3-d]pyrimidin-5-yl)phenyl)-2-(5-Fluoropyrimidin-2-yl)-6-isopropyl-3-oxo-2,3-dihydropyridazine-4-carboxamide NC=1C2=C(N=CN1)N(C=C2C2=CC=C(C=C2)NC(=O)C=2C(N(N=C(C2)C(C)C)C2=NC=C(C=N2)F)=O)C2COC2